C(C1=CC=CC=C1)OCCOCCOCCOC=1C=C(C(=O)O)C=C(C1OCCOCCOCCOC)OCCOCCOCCOC 3-(2-(2-(2-(Benzyloxy)ethoxy)ethoxy)ethoxy)-4,5-bis(2-(2-(2-methoxyethoxy)ethoxy)ethoxy)benzoic acid